O=S1(CCN(CC1)CC=1C=C(C(=O)NC2=CC=C(C=C2)C2=NC(=NN2)C2=NC=CC=C2)C=CC1)=O 3-[(1,1-Dioxo-1,4-thiazinan-4-yl)methyl]-N-[4-(3-pyridin-2-yl-1H-1,2,4-triazol-5-yl)phenyl]benzamide